4-benzyl-6-methoxy-1-benzenesulfonyl-1,2,3,4-tetrahydroquinoxaline C(C1=CC=CC=C1)N1CCN(C2=CC=C(C=C12)OC)S(=O)(=O)C1=CC=CC=C1